N-((1-((2-(3,5-dichlorophenyl)-6-((6-(6-fluoro-4-methyl-1,4-diazepan-1-yl)pyridin-3-yl)oxy)pyridin-4-yl)methyl)piperidin-4-yl)methyl)acetamide ClC=1C=C(C=C(C1)Cl)C1=NC(=CC(=C1)CN1CCC(CC1)CNC(C)=O)OC=1C=NC(=CC1)N1CCN(CC(C1)F)C